chloromethoxymagnesium ClCO[Mg]